bis(1-isocyanato-1-methyl-ethyl)naphthalene N(=C=O)C(C)(C)C1=C(C2=CC=CC=C2C=C1)C(C)(N=C=O)C